bis-(t-butyl-peroxy)diisopropyl-benzene C(C)(C)(C)OOC1=C(C(=C(C=C1)C(C)C)C(C)C)OOC(C)(C)C